C(C)OC1=NC=CC=C1C=1C=C(C2=C(N1)N(N=C2C(C)C)C)NCC2=CN=C(S2)C 6-(2-ethoxy-3-pyridyl)-3-isopropyl-1-methyl-N-[(2-methylthiazol-5-yl)methyl]pyrazolo[3,4-b]pyridin-4-amine